3-(3,3-difluorocyclobutyl)-5-methylthieno[2,3-d]Pyrimidine-2,4(1H,3H)-dione FC1(CC(C1)N1C(NC2=C(C1=O)C(=CS2)C)=O)F